C(#N)C1=C(SC2=C1C(=NC=C2F)C=2C1=C(C=3C=NC(=NC3C2F)N2CC(C2)N2CCN(CC2)C)COC1)NC(OC(C)(C)C)=O tert-Butyl (3-cyano-7-fluoro-4-(5-fluoro-3-(3-(4-methylpiperazin-1-yl)azetidin-1-yl)-7,9-dihydrofuro[3,4-f]quinazolin-6-yl)thieno[3,2-c]pyridin-2-yl)carbamate